ClC=1C=CC=2N(N1)C(=CN2)NC2=CC=C1C=C(C(=CC1=C2)C(=O)NC2=CC(=C(C=C2)CN2CCN(CC2)C)C(F)(F)F)OCC 7-((6-chloroimidazo[1,2-b]pyridazin-3-yl)amino)-3-ethoxy-N-(4-((4-methylpiperazin-1-yl)methyl)-3-(trifluoromethyl)phenyl)-2-naphthamide